tert-butyl 2-(3-fluoro-4-(6-methoxy-7-(((S)-1-methylpiperidin-3-yl)carbamoyl)benzo[d]imidazo[2,1-b]thiazol-2-yl)phenyl)pyrrolidine-1-carboxylate FC=1C=C(C=CC1C=1N=C2SC3=C(N2C1)C=C(C(=C3)C(N[C@@H]3CN(CCC3)C)=O)OC)C3N(CCC3)C(=O)OC(C)(C)C